sulpho silicate [Si](OS(=O)(=O)O)([O-])([O-])[O-]